6-(azetidin-3-yl)-2-(8-methoxy-[1,2,4]triazolo[1,5-a]pyridin-6-yl)-3,4-dimethyl-9H-carbazole N1CC(C1)C=1C=C2C=3C(=C(C(=CC3NC2=CC1)C=1C=C(C=2N(C1)N=CN2)OC)C)C